C[C@]1(CC2=CC=C(C=C2C1)C)CO |r| Racemic-2,5-Dimethyl-2-indanemethanol